C(C)(C)(C)C1N2C(C3=CC(=C(C=C3C1)C1=CN=C(S1)CC1CC1)OC)=CC(C(=C2)C(=O)OCC)=O ethyl 6-tert-butyl-9-[2-(cyclopropylmethyl) thiazol-5-yl]-10-methoxy-2-oxo-6,7-dihydro-2H-pyrido[2,1-a]isoquinoline-3-carboxylate